3-cyclohexyl-5,6,7,8-tetrahydroimidazo[1,5-a]pyrazine C1(CCCCC1)C1=NC=C2N1CCNC2